(4-amino-1,3-dihydrofuro[3,4-c][1,7]naphthyridin-8-yl)((3R,5S)-3-(6-(difluoromethoxy)-3-pyridazinyl)-5-methyl-4-morpholinyl)methanone NC1=NC=2C=NC(=CC2C2=C1COC2)C(=O)N2[C@@H](COC[C@@H]2C)C=2N=NC(=CC2)OC(F)F